2,2,2-trifluoro-N-(6'-fluorospiro[1,3-dithiolane-2,3'-indane]-1'-yl)acetamide FC(C(=O)NC1CC2(C3=CC=C(C=C13)F)SCCS2)(F)F